β-glycidoxyethyltriethoxysilane menthylisovalerate C1(CC(C(CC1)C(C)C)OC(CC(C)C)=O)C.C(C1CO1)OCC[Si](OCC)(OCC)OCC